Methyl 2-(allyloxy)-2-methylpropionate C(C=C)OC(C(=O)OC)(C)C